(R)-N-((S)-1-(6-(4-fluoro-1H-pyrazol-1-yl)pyridin-3-yl)ethyl)-2-methylpropan-2-sulfinamide FC=1C=NN(C1)C1=CC=C(C=N1)[C@H](C)N[S@](=O)C(C)(C)C